BrC=1C(=NC=C(N1)Br)Cl 3,5-dibromo-2-chloropyrazine